phthalic acid, di-glycidyl ester C(C=1C(C(=O)OCC2CO2)=CC=CC1)(=O)OCC1CO1